(2R,3R,4S,5S)-2-(5-((1H-Imidazol-2-yl)ethynyl)-4-amino-7H-pyrrolo[2,3-d]pyrimidin-7-yl)-5-((((3-methyl-5-phenylisoxazol-4-yl)methyl)thio)methyl)tetrahydrofuran-3,4-diol N1C(=NC=C1)C#CC1=CN(C=2N=CN=C(C21)N)[C@@H]2O[C@@H]([C@H]([C@H]2O)O)CSCC=2C(=NOC2C2=CC=CC=C2)C